(R)-N-(4-cyclobutyl-1-methyl-3-(4-(2,2,2-trifluoroethoxy)phenyl)-1H-pyrazol-5-yl)-2-(2,2,3,3-tetrafluorocyclobutyl)acetamide C1(CCC1)C=1C(=NN(C1NC(C[C@H]1C(C(C1)(F)F)(F)F)=O)C)C1=CC=C(C=C1)OCC(F)(F)F